OC=1C(=NC=CC1)C(=O)NC1=CC=C(CNC(=O)C2(CC3=CC=CC=C3C2)NC(OC(C)(C)C)=O)C=C1 tert-butyl (2-((4-(3-hydroxypicolinamido)benzyl)carbamoyl)-2,3-dihydro-1H-inden-2-yl)carbamate